3-(2-(2-(2-(2-((2-(2,6-dioxopiperidin-3-yl)-1,3-dioxoisoindolin-4-yl)amino)ethoxy)ethoxy)ethoxy)ethoxy)-N-((1,2,3,5,6,7-hexahydro-s-indacen-4-yl)carbamoyl)benzenesulfonamide O=C1NC(CCC1N1C(C2=CC=CC(=C2C1=O)NCCOCCOCCOCCOC=1C=C(C=CC1)S(=O)(=O)NC(NC1=C2CCCC2=CC=2CCCC12)=O)=O)=O